(R)-5-(2-aminoacetamido)-N-(1-(naphthalen-1-yl)ethyl)-2-(pyrrolidin-1-yl)benzamide NCC(=O)NC=1C=CC(=C(C(=O)N[C@H](C)C2=CC=CC3=CC=CC=C23)C1)N1CCCC1